NC1=C(C=C(C=N1)B(O)O)S[C@H](C)C1=CC=CC=C1 |r| (rac)-(6-amino-5-{[1-phenylethyl]sulfanyl}pyridin-3-yl)boronic acid